C(C)OC(C=COCC)=O 3-ethoxy-2-propenoic acid ethyl ester